Cl.COC=1C=C2C(NN=C(C2=CC1OC)C=1C=C2CCN(CC2=CC1)S(=O)(=O)N)=O 6-(6,7-dimethoxy-4-oxo-3,4-dihydrophthalazin-1-yl)-3,4-dihydroisoquinoline-2(1H)-sulfonamide hydrochloride